2-(3-phenylpropionylamino)-N-(2-chloro-6-methylphenyl)-1,3-selenazole-5-carboxamide C1(=CC=CC=C1)CCC(=O)NC=1[Se]C(=CN1)C(=O)NC1=C(C=CC=C1C)Cl